[N+](=O)([O-])C1=CC=C(OC(=O)OCCNC(OC(C)(C)C)=O)C=C1 tert-butyl (2-(((4-nitrophenoxy)carbonyl)oxy)ethyl)carbamate